[P].[Mg] magnesium-phosphorus salt